5-chloro-2-(((1S,2R)-2-(6-fluoro-2,3-dimethylphenyl)-1-(2-oxo-3H-1,3,4-oxadiazol-5-yl)propyl)sulfamoyl)benzamide ClC=1C=CC(=C(C(=O)N)C1)S(N[C@@H]([C@H](C)C1=C(C(=CC=C1F)C)C)C1=NNC(O1)=O)(=O)=O